OC1(OCC2(C1)CN(CC2)C(=O)OC(C)(C)C)C2=CC=C(C=C2)C(F)(F)F tert-butyl 3-hydroxy-3-[4-(trifluoromethyl) phenyl]-2-oxa-7-azaspiro[4.4]nonane-7-carboxylate